S1C(=NC=C1)N1C=C(CC2=CC=CN=C12)C(=O)O 1-(1,3-thiazol-2-yl)-1,4-dihydro-1,8-naphthyridine-3-carboxylic acid